2-bromo-8-phenylspiro[cyclopenta[2,1-b:3,4-b']dipyridine-5,9'-fluorene] BrC1=CC=C2C(=N1)C1=NC(=CC=C1C21C2=CC=CC=C2C=2C=CC=CC12)C1=CC=CC=C1